C(C)OC1=C(C=CC(=C1)C(F)(F)F)C=1C=C2CC(C(C2=CC1)NC(O[C@@H]1CN2CCC1CC2)=O)(C)C (S)-quinuclidin-3-yl (5-(2-ethoxy-4-(trifluoromethyl)phenyl)-2,2-dimethyl-2,3-dihydro-1H-inden-1-yl)carbamat